ClCCNC(=O)NC1=CC=C(C=C1)N1CCN(CC1)C 1-(2-chloroethyl)-3-(4-(4-methylpiperazin-1-yl)phenyl)urea